2-(2,6-dioxopiperidin-3-yl)-4-(3-(3-hydroxypropyl)piperidin-1-yl)isoindoline-1,3-dione O=C1NC(CCC1N1C(C2=CC=CC(=C2C1=O)N1CC(CCC1)CCCO)=O)=O